2-([1,1':3',1''-terphenyl]-2'-yl)-1-methyl-4,5-diphenyl-1H-imidazole C1(=CC=CC=C1)C1=C(C(=CC=C1)C1=CC=CC=C1)C=1N(C(=C(N1)C1=CC=CC=C1)C1=CC=CC=C1)C